(R)-1-(4-(3,4-dichloro-1H-indole-2-carbonyl)-3-methylpiperazin-1-yl)-2-methoxyethan-1-one ClC1=C(NC2=CC=CC(=C12)Cl)C(=O)N1[C@@H](CN(CC1)C(COC)=O)C